CN1CCC(CC1)C=1N=C2N(C=CC(=C2)[C@@H]2NC[C@H](CC2)C)C1 2-(1-methyl-4-piperidyl)-7-[(2R,5S)-5-methyl-2-piperidyl]imidazo[1,2-a]pyridine